tert-butyl (3R,5S)-3-[(5-chlorooxazolo[4,5-b]pyridin-2-yl)amino]-5-hydroxy-piperidine-1-carboxylate ClC1=CC=C2C(=N1)N=C(O2)N[C@H]2CN(C[C@H](C2)O)C(=O)OC(C)(C)C